COC=1C=C(CCC=2N=C(C3=C(N2)SC2=C3CCCC2)N2CCN(CC2)C(C#CC)=O)C=CC1 1-(4-(2-(3-methoxyphenethyl)-5,6,7,8-tetrahydrobenzo[4,5]thieno[2,3-d]pyrimidin-4-yl)piperazin-1-yl)but-2-yn-1-one